[Mn].[Na] Sodium-Manganese